2-(5-(difluoromethyl)-4-((2s,5r)-2,5-dimethylpiperazin-1-yl)-7H-pyrrolo[2,3-d]pyrimidin-7-yl)isonicotinic acid FC(C1=CN(C=2N=CN=C(C21)N2[C@H](CN[C@@H](C2)C)C)C=2C=C(C(=O)O)C=CN2)F